methyl-(1,1'-biphenyl)-4-amine CC1=C(C=CC(=C1)N)C1=CC=CC=C1